1-(2,4-dihydroxyphenyl)-3-(3'-methoxy-4'-hydroxyphenyl)-1-propanol OC1=C(C=CC(=C1)O)C(CCC1=CC(=C(C=C1)O)OC)O